C(C)(C)(C)OC(=O)N1CC=2C3=C(N(C(C2C1)=O)CC1=CC=C(C=C1)Cl)N(N=C3)COCC[Si](C)(C)C 4-(4-chlorobenzyl)-5-oxo-3-((2-(trimethylsilyl)ethoxy)methyl)-4,5,6,8-tetrahydropyrazolo[3,4-b]pyrrolo[3,4-d]pyridine-7(3H)carboxylic acid tert-butyl ester